N-(3-Carbamoylpyridin-4-yl)pyrazolo[1,5-a]pyrimidin-3-carboxamid C(N)(=O)C=1C=NC=CC1NC(=O)C=1C=NN2C1N=CC=C2